3-(4-cyanophenyl)-N-((1-methyl-1H-benzo[d]imidazol-2-yl)methyl)imidazo[1,2-a]pyridine-7-carboxamide C(#N)C1=CC=C(C=C1)C1=CN=C2N1C=CC(=C2)C(=O)NCC2=NC1=C(N2C)C=CC=C1